N[C@H]1[C@H]2CC[C@@H](C1)N2C=2N(C(C1=C(N2)NC=C1C1=C(C2=C(N(N=C2C=C1)C)C)Cl)=O)C 2-((1R,2R,4S)-2-amino-7-azabicyclo[2.2.1]heptan-7-yl)-5-(4-chloro-2,3-dimethyl-2H-indazol-5-yl)-3-methyl-3,7-dihydro-4H-pyrrolo[2,3-d]pyrimidin-4-one